N-(2-cyano-5-(trifluoromethyl)phenyl)-5-hydroxy-3-(2-methoxypyridin-4-yl)-7-oxabicyclo[2.2.1]heptane-2-carboxamide C(#N)C1=C(C=C(C=C1)C(F)(F)F)NC(=O)C1C2CC(C(C1C1=CC(=NC=C1)OC)O2)O